C(C1=CC=CC=C1)C=1C=NC(=NC1)N1CCN(CC1)C=1C=NN2C1C=CC(=C2)C=2C=NN(C2)CCN(C)C 2-(4-{3-[4-(5-Benzylpyrimidin-2-yl)piperazin-1-yl]pyrazolo[1,5-a]pyridin-6-yl}-1H-pyrazol-1-yl)-N,N-dimethylethylamine